4-[2-fluoro-4-[(2-oxo-1-phenyl-pyridine-3-carbonyl)amino]phenoxy]-N-(1-methyl-4-piperidyl)-1,7-naphthyridine-6-carboxamide FC1=C(OC2=CC=NC3=CN=C(C=C23)C(=O)NC2CCN(CC2)C)C=CC(=C1)NC(=O)C=1C(N(C=CC1)C1=CC=CC=C1)=O